C(#N)C1=NC=CC=N1 CYANOPYRIMIDIN